(Z)-1-(4-amino-2-fluorobut-2-en-1-yl)-4-(3-(N-cyclopropylsulfamoyl)phenyl)-N-methyl-1H-benzo[d][1,2,3]triazol-6-carboxamide NC\C=C(\CN1N=NC2=C1C=C(C=C2C2=CC(=CC=C2)S(NC2CC2)(=O)=O)C(=O)NC)/F